C1(CC1)OC1=NC2=CC=C(C=C2C=C1C)C(=O)N CYclopropyloxyl-3-methylquinoline-6-carboxamide